N-(5-(1-isopropylpyrrolidine-3-carboxamido)-2-methylpyridin-3-yl)pyrazolo[5,1-b]Thiazole-7-carboxamide C(C)(C)N1CC(CC1)C(=O)NC=1C=C(C(=NC1)C)NC(=O)C=1C=NN2C1SC=C2